2-(4-Fluorophenyl)-5-methylpiperidine-2-d FC1=CC=C(C=C1)C1(NCC(CC1)C)[2H]